BrCC(C(=O)Cl)=C 2-bromomethyl-acryloyl chloride